COC(=O)C=1N=NC(=CC1NCC1CN(CCC1)C(=O)OC(C)(C)C)Cl.C1(C(C(C1C(=O)Cl)C(=O)Cl)C(=O)Cl)C(=O)Cl 1,2,3,4-cyclobutanetetracarbonyl chloride methyl-4-((1-(tert-butoxycarbonyl)piperidin-3-yl)methylamino)-6-chloropyridazine-3-carboxylate